BrC=1C(=NC(=CC1)C)/N=C/N(C)C (E)-N'-(3-bromo-6-methyl-pyridin-2-yl)-N,N-dimethylformamidine